C(C)SC1=NC(N(C(N1CC1=C(C=C(C(=C1)F)F)F)=O)CC1=NN(C=N1)C)=O 6-ethylthio-3-[(1-methyl-1H-1,2,4-triazol-3-yl)methyl]-1-(2,4,5-trifluorobenzyl)-1,3,5-triazine-2,4(1H,3H)-dione